1-tert-butyl 2-methyl pyrrolidine-1,2-dicarboxylate N1(C(CCC1)C(=O)OC)C(=O)OC(C)(C)C